(E)-2-(((2-butyl-1-methyl-1H-benzo[d]imidazol-5-yl)oxy)methyl)-3-fluoroprop-2-en-1-amine C(CCC)C1=NC2=C(N1C)C=CC(=C2)OC\C(\CN)=C\F